3,3-difluoro-2-(5-fluoro-6-(4-fluorophenyl)-4-(2-hydroxypropan-2-yl)pyridin-2-yl)-2-hydroxyPropyl-3-(difluoromethyl)-8-methoxycinnoline-6-carboxamide FC(C(CC1=C(N=NC2=C(C=C(C=C12)C(=O)N)OC)C(F)F)(O)C1=NC(=C(C(=C1)C(C)(C)O)F)C1=CC=C(C=C1)F)F